(2S,3R)-3-[(ethanesulfonyl)amino]-4,4-difluoro-2-[(2-fluoro[1,1'-biphenyl]-3-yl)-methyl]-N-methoxy-N-methylpyrrolidin-1-carboxamide C(C)S(=O)(=O)N[C@@H]1[C@@H](N(CC1(F)F)C(=O)N(C)OC)CC=1C(=C(C=CC1)C1=CC=CC=C1)F